(2,3,4-Trihydroxyphenyl)ethan OC1=C(C=CC(=C1O)O)CC